N-hydroxy-4-(3-(methylsulfonyl)benzyl)-3-oxo-3,4-dihydro-2H-benzo[b][1,4]oxazine-6-carboxamide ONC(=O)C1=CC2=C(OCC(N2CC2=CC(=CC=C2)S(=O)(=O)C)=O)C=C1